CCCCCC(=O)/C=C/[C@H]1[C@@H](C[C@@H]([C@@H]1CCC(=O)O)O)O The molecule is a prostanoid that is prostaglandin F2alpha which is lacking two methylenes in the carboxyalkyl chain and in which the hydroxy group at position 15 has been oxidised to the corresponding ketone. It has a role as a metabolite. It is a prostanoid, an oxo monocarboxylic acid, an enone and a secondary alcohol.